ClCC1=C(C(=CC=C1)C)NS(=O)(=O)C1=CC=C(C=C1)C N-(2-(chloromethyl)-6-methylphenyl)-4-methylbenzenesulfonamide